ammonium zirconium carbonate C([O-])([O-])=O.[Zr+].[NH4+]